N-methyl-N-[3-(methylamino)propyl]benzamide CN(C(C1=CC=CC=C1)=O)CCCNC